N-cyclopropyl-5-(5-(3,5-dichloro-4-fluorophenyl)-5-(trifluoromethyl)-4,5-dihydroisoxazol-3-yl)-3-methyl-5,6-dihydro-4H-thieno[2,3-c]pyrrole-2-carboxamide C1(CC1)NC(=O)C1=C(C2=C(CN(C2)C2=NOC(C2)(C(F)(F)F)C2=CC(=C(C(=C2)Cl)F)Cl)S1)C